CC(C(=O)OCC)C(=O)[O-] methylmalonic acid, Monoethyl ester